Cl.C1(=CC=CC=C1)C(C(=O)OC)O methyl phenylglycolate hydrochloride